tert-butyl 4-(4-((4-((4-methylpiperazin-1-yl)sulfonyl)benzyl)oxy)phenyl)-1H-imidazole-1-carboxylate CN1CCN(CC1)S(=O)(=O)C1=CC=C(COC2=CC=C(C=C2)C=2N=CN(C2)C(=O)OC(C)(C)C)C=C1